CS(=O)(=O)OCC1(COC1)C#N (3-cyanooxetan-3-yl)methyl methanesulfonate